(di-sec-butylamino)bromosilane C(C)(CC)N(C(C)CC)[SiH2]Br